N-(4-(9H-carbazol-9-yl)phenyl)-[1,1':4',1''-terphenyl]-4-amine C1=CC=CC=2C3=CC=CC=C3N(C12)C1=CC=C(C=C1)NC1=CC=C(C=C1)C1=CC=C(C=C1)C1=CC=CC=C1